1-(3-bromo-4-chlorophenyl)ethan-1-ol BrC=1C=C(C=CC1Cl)C(C)O